C(C)(=O)N1CSC(C1C(=O)O)(C)C 3-acetyl-5,5-dimethyl-thiazolidine-4-carboxylic acid